NC1=NC=C(C2=C1C(=C(S2)C2=CC=C(C=C2)NC(C(=C)C)=O)C2=CC(=C(C=C2)OC2=NC=CC(=N2)C)F)C=2NC=CC2 N-(4-(4-amino-3-(3-fluoro-4-((4-methylpyrimidin-2-yl)oxy)phenyl)-7-(1H-pyrrol-2-yl)thieno[3,2-c]pyridin-2-yl)phenyl)methacrylamide